FC1=NC(=CC(=C1)N(C=1SC(=C(N1)C(=O)NC1C(CC1)(C)C)C)C(C(C)C)=O)F 2-[(2,6-difluoro-4-pyridinyl)-(2-methylpropionyl)amino]-N-(2,2-dimethylcyclobutyl)-5-methyl-thiazole-4-carboxamide